[SiH3]OOC(C)(C)C (tert-butoxy) silyl ether